1-[2-[3-(3,5-di-tert-butyl-4-hydroxyphenyl)propionyloxy]ethyl]-4-[3-(3,5-di-tert-butyl-4-hydroxyphenyl)propionyloxy]-2,2,6,6-tetramethylpiperidine C(C)(C)(C)C=1C=C(C=C(C1O)C(C)(C)C)CCC(=O)OCCN1C(CC(CC1(C)C)OC(CCC1=CC(=C(C(=C1)C(C)(C)C)O)C(C)(C)C)=O)(C)C